N-(4-(2-(4-methoxyphenyl)propan-2-yl)thiazol-2-yl)-4-((4-methylpiperazin-1-yl)methyl)benzamide COC1=CC=C(C=C1)C(C)(C)C=1N=C(SC1)NC(C1=CC=C(C=C1)CN1CCN(CC1)C)=O